3-(4-methyl-5-(4-oxopiperidin-1-yl)pyridin-2-Yl)piperidine-2,6-dione CC1=CC(=NC=C1N1CCC(CC1)=O)C1C(NC(CC1)=O)=O